tert-butyl-2-fluoro-1-nitro-3-(trifluoromethyl)benzene C(C)(C)(C)C1=C(C(=C(C=C1)[N+](=O)[O-])F)C(F)(F)F